OC(C)(C)C=1C=CC=NC1 5-(2-hydroxy-propan-2-yl)pyridine